FC1=C(C[C@@H]2N(CC[C@@H]2NS(=O)(=O)C)C(=O)[C@@H]2OCC2)C=CC=C1C#CC1(CC1)C N-((2S,3S)-2-(2-fluoro-3-((1-methylcyclopropyl)ethynyl)benzyl)-1-((R)-oxetane-2-carbonyl)pyrrolidin-3-yl)methanesulfonamide